C(C)(C)(C)OC1=NC=C(C(=N1)OC(C)(C)C)C=1C=C2C(=NN1)N(N=C2O[C@@H](C(F)F)C2=CC(=C(C=C2)F)OCCOC)C 5-(2,4-ditert-butoxypyrimidin-5-yl)-1-methyl-3-[(1R)-2,2-difluoro-1-[4-fluoro-3-(2-methoxyethoxy)phenyl]ethoxy]pyrazolo[3,4-c]pyridazine